7-chloro-8-fluoro-2-(((2R,7aS)-2-fluorohexahydro-1H-pyrrolizin-7a-yl)methoxy)-4-(3-(methylsulfonyl)azocan-1-yl)pyrido[4,3-d]pyrimidine ClC1=C(C=2N=C(N=C(C2C=N1)N1CC(CCCCC1)S(=O)(=O)C)OC[C@]12CCCN2C[C@@H](C1)F)F